FC(C1=C(C=CC=C1)C1CCN(CC1)C(C(=O)O)C)(F)F (4-(2-(trifluoromethyl)phenyl)piperidin-1-yl)propanoic acid